BrC=1C(N(C(NN1)=O)C)=O 6-bromo-4-methyl-2H-1,2,4-triazine-3,5-dione